C(C)C1=C(C=C(C(=O)OCCC)C#N)C=CC=C1 n-propyl 2-ethyl-α-cyanocinnamate